NC1=C(C=C(N=N1)C1=C(C=CC=C1)O)N1CC2CCC(C1)N2C2=CC(=NC=C2)C#CCN2C(CC2)(C)C 2-[6-amino-5-[8-[2-[3-(2,2-dimethylazetidin-1-yl)prop-1-ynyl]-4-pyridinyl]-3,8-diazabicyclo[3.2.1]oct-3-yl]pyridazin-3-yl]phenol